N-(4-cyanophenyl)-3-[4-[(2-methoxyacetyl)amino]phenyl]-N-methyl-pyrazolo[1,5-a]pyridine-5-carboxamide C(#N)C1=CC=C(C=C1)N(C(=O)C1=CC=2N(C=C1)N=CC2C2=CC=C(C=C2)NC(COC)=O)C